FC1=C(C=C(C=C1)F)C1CCCC=2N1N=C(N2)C(=O)N[C@@H]2C(N(C=1N(CC2)N=CC1)C)=O |r| 5-(2,5-Difluorophenyl)-N-[rac-(6S)-4-methyl-5-oxo-7,8-dihydro-6H-pyrazolo[1,5-a][1,3]diazepin-6-yl]-5,6,7,8-tetrahydro-[1,2,4]triazolo[1,5-a]pyridin-2-carboxamid